5-bromo-6-(((hydroxylamino)methylene)amino)-3-methylpyridine-2-carboxylate BrC=1C=C(C(=NC1N=CNO)C(=O)[O-])C